FC1=C(N=C2N(C1=O)[C@H](CCN2CC(C(C)C)=O)C(F)(F)F)N2[C@@H](COCC2)C (R)-3-Fluoro-2-((R)-3-methylmorpholin-4-yl)-9-(3-methyl-2-oxo-butyl)-6-trifluoromethyl-6,7,8,9-tetrahydro-pyrimido[1,2-a]-pyrimidin-4-one